COC=1C(=CC(=C(C1)N1CCC(CC1)N1CCN(CC1)C(=O)OC(C)(C)C)C=1C=NN(C1)C)[N+](=O)[O-] tert-butyl 4-(1-(5-methoxy-2-(1-methyl-1H-pyrazol-4-yl)-4-nitrophenyl)piperidin-4-yl)piperazine-1-carboxylate